C(CC\C=C/CCCCCCCCCC)C=1C=C(C=C(O)C1)O 5-((Z)-Pentadec-4-en-1-yl)resorcinol